tert-butyl (S)-4-((6-((5-fluoro-4-(5-fluoro-1-(fluoromethyl)-2,3-dihydro-1H-benzo[d]pyrrolo[1,2-a]imidazol-7-yl)pyrimidin-2-yl)amino)pyridin-3-yl)methyl)piperazine-1-carboxylate FC=1C(=NC(=NC1)NC1=CC=C(C=N1)CN1CCN(CC1)C(=O)OC(C)(C)C)C1=CC2=C(N=C3N2[C@@H](CC3)CF)C(=C1)F